N1C[C@H](C([C@H](C1)CC(=O)[O-])CC(=O)[O-])CC(=O)[O-] (3S,4r,5R)-piperidine-3,4,5-triyltriacetate